N4-((1r,4r)-4-aminocyclohexyl)-N2-(3,5-difluorophenyl)-5-(1-methyl-1H-pyrazol-4-yl)pyrimidine-2,4-diamine NC1CCC(CC1)NC1=NC(=NC=C1C=1C=NN(C1)C)NC1=CC(=CC(=C1)F)F